6-(4-ethyl-3-(hydroxymethyl)-5-oxo-4,5-dihydro-1H-1,2,4-triazol-1-yl)-7-fluoro-2-(2-methoxyphenyl)-4-(prop-1-en-2-yl)isoquinolin-1(2H)-one C(C)N1C(=NN(C1=O)C=1C=C2C(=CN(C(C2=CC1F)=O)C1=C(C=CC=C1)OC)C(=C)C)CO